tert-butyl (R)-3-(4-benzyl-1,2,3,4-tetrahydroquinoxaline-1-carboxamido)pyrrolidine-1-carboxylate C(C1=CC=CC=C1)N1CCN(C2=CC=CC=C12)C(=O)N[C@H]1CN(CC1)C(=O)OC(C)(C)C